C(C)(C)(C)N[C@@H]1CN(CC1)C=1N=NC(=CN1)C1=C(C=C2C=CN(C(C2=C1)=O)C)O 7-{3-[(3S)-3-(tert-butylamino)pyrrolidin-1-yl]-1,2,4-triazin-6-yl}-6-hydroxy-2-methylisoquinolin-1-one